COC1=CC=C(C=C1)C=1C=C2C=C(C(N(C2=NC1)CCN1CCOCC1)=O)C(=O)NC1CCC2(CC2)CC1 6-(4-methoxyphenyl)-1-(2-morpholinylethyl)-2-oxo-N-(spiro[2.5]oct-6-yl)-1,2-dihydro-1,8-naphthyridine-3-carboxamide